C(C1=CC=CC=C1)OC=1C=C(CO)C=C(C1)OCC1=CC=CC=C1 3,5-dibenzyloxybenzyl alcohol